FC(C(=O)O)(F)F.FC(C(=O)O)(F)F.NCCNCCN1C(C2C3(C(=C(C(C2(C1=O)Br)(C3=O)C)C3=CC=CC=C3)C3=CC=CC=C3)C)=O 2-(2-(2-Aminoethyl)aminoethyl)-3a-bromo-3a,4,7,7a-tetrahydro-4,7-dimethyl-5,6-diphenyl-4,7-methano-1H-isoindole-1,3,8(2H)-trione bis-trifluoroacetate salt